5-chloro-2-([[(3R)-oxolan-3-yl]amino]methyl)-7,8-dihydro-6H-spiro[[1,3]oxazolo[5,4-f]quinazoline-9,1'-cyclohexane]-7-one ClC=1C=C2C(=C3C1NC(NC31CCCCC1)=O)OC(=N2)CN[C@H]2COCC2